FC=1C=C(C=CC1N1CCC(CC1)N(CCN1CCCCC1)C)NC1=NC=C(C(=N1)C=1C=NN(C1)C(C)C)C N-(3-fluoro-4-(4-(methyl-(1-piperidylethyl)amino)piperidine-1-yl)phenyl)-4-(1-isopropyl-1H-pyrazole-4-yl)-5-methylpyrimidine-2-amine